2-(4-nitrophenyl)-2,3-dihydroquinazoline [N+](=O)([O-])C1=CC=C(C=C1)C1N=C2C=CC=CC2=CN1